3,6-diamino[1,2,4]triazolo[4,3-b][1,2,4]triazole NC1N=NC=2N1N=C(N2)N